cyclopentylpropan-1-one C1(CCCC1)C(CC)=O